3-(3-(3-((5-(Ethoxycarbonyl)-2-((3-phenylpropyl)amino)pyrimidin-4-yl)amino)propyl)thioureido)propanoic acid C(C)OC(=O)C=1C(=NC(=NC1)NCCCC1=CC=CC=C1)NCCCNC(NCCC(=O)O)=S